CN(CC(N)C=1C=C(C=CC1)C)C N',N'-dimethyl-1-(m-tolyl)ethane-1,2-diamine